[Na+].[Na+].C(CSSCCS(=O)(=O)[O-])S(=O)(=O)[O-] 2,2'-dithiobis-ethanesulfonate disodium salt